5-methyl-pyridine-2-carboxamide CC=1C=CC(=NC1)C(=O)N